4-bromo-2-(4-hydroxybenzyl)isoindoline-1,3-dione BrC1=C2C(N(C(C2=CC=C1)=O)CC1=CC=C(C=C1)O)=O